methyl-imidazoleacetic acid CC=1N=C(NC1)CC(=O)O